N[C@H]1C[C@]2([C@H](CN(C2)C(=O)OC(C)(C)C)C1)C tert-butyl (3aS,5R,6aR)-5-amino-3a-methylhexahydrocyclopenta[c]pyrrole-2(1H)-carboxylate